CNC1=CC=NC=2N1N=CC2C(=O)N 7-(Methylamino)pyrazolo[1,5-a]pyrimidine-3-carboxamide